ClC=1C=C2C=C(NC2=CC1)CNC(N([C@H]1CN(CCC1)C(=O)C1(CCC1)C)C)=O (R)-3-((5-chloro-1H-indol-2-yl)methyl)-1-methyl-1-(1-(1-methylcyclobutane-1-carbonyl)piperidin-3-yl)urea